ClC=1C=C(C(=NC1)NC(C=1NC(=C(N1)S(=O)(=O)C)C)C1=CC(=C(C=C1)F)Cl)F 5-chloro-N-((3-chloro-4-fluorophenyl)(5-methyl-4-(methylsulfonyl)-1H-imidazol-2-yl)methyl)-3-fluoropyridin-2-amine